(1s,3s)-N-benzhydryl-3-(3,5-dimethylphenyl)-N-ethylcyclobutan-1-amine C(C1=CC=CC=C1)(C1=CC=CC=C1)N(C1CC(C1)C1=CC(=CC(=C1)C)C)CC